CC1(C=2C(NC=NC2C2=C(C1)C=CS2)=O)C 5,5-dimethyl-3,6-dihydrothieno[3,2-h]quinazolin-4-one